N-(5-((E)-4-((2R,6S)-2,6-dimethylmorpholino)styryl)-8-(methylamino)-2,7-naphthyridin-3-yl)cyclopropanecarboxamide C[C@H]1O[C@H](CN(C1)C1=CC=C(/C=C/C2=C3C=C(N=CC3=C(N=C2)NC)NC(=O)C2CC2)C=C1)C